1,1,1,2,2,5,5,5-octafluoro-4-(trifluoromethyl)-3-pentanol FC(C(C(C(C(F)(F)F)C(F)(F)F)O)(F)F)(F)F